methyl 5-chloro-3-methyl-pyrazine-2-carboxylate ClC=1N=C(C(=NC1)C(=O)OC)C